6-bromo-4-fluoro-2-methyl-1-(1-methylpiperidin-4-yl)-1H-benzo[d]imidazole BrC=1C=C(C2=C(N(C(=N2)C)C2CCN(CC2)C)C1)F